4-(2-{[(S)-phenyl((3R)-1,2,3,4-tetrahydro-1,5-naphthyridin-3-yl)methyl]amino}ethyl)benzoic acid C1(=CC=CC=C1)[C@H]([C@H]1CNC2=CC=CN=C2C1)NCCC1=CC=C(C(=O)O)C=C1